6-[2-[[4-[5-(difluoromethyl)-1,3,4-oxadiazol-2-yl]-3-fluorophenyl]methyl]tetrazol-5-yl]isoquinolin-1-amine FC(C1=NN=C(O1)C1=C(C=C(C=C1)CN1N=C(N=N1)C=1C=C2C=CN=C(C2=CC1)N)F)F